Ammonium tartarat C(C(O)C(O)C(=O)[O-])(=O)[O-].[NH4+].[NH4+]